6-bromo-1-cyclopropyl-5-fluoro-2-iodo-1H-indole BrC1=C(C=C2C=C(N(C2=C1)C1CC1)I)F